[[2-[(2S,5R)-5-methyl-2-(1H-pyrazolo[4,3-b]pyridin-5-yl)-1-piperidyl]-2-oxo-acetyl]amino]pyridine-3-carboxamide C[C@@H]1CC[C@H](N(C1)C(C(=O)NC1=NC=CC=C1C(=O)N)=O)C1=CC=C2C(=N1)C=NN2